COC1=NC=CC(=N1)C1=CC=2C=NC(=CC2N1)NC(=O)C=1C(=NN(C1)C[C@H]1COCC1)C (S)-N-(2-(2-methoxypyrimidin-4-yl)-1H-pyrrolo[3,2-c]pyridin-6-yl)-3-methyl-1-((tetrahydrofuran-3-yl)methyl)-1H-pyrazole-4-carboxamide